[1,2,4]triazine-5-carboxylate N1=NC=NC(=C1)C(=O)[O-]